2-(cyclobutoxy)-5-(dimethylsulfamoyl)-4-(8,8,8-trifluorooctylamino)benzoic acid C1(CCC1)OC1=C(C(=O)O)C=C(C(=C1)NCCCCCCCC(F)(F)F)S(N(C)C)(=O)=O